C(C)(C)(C)N(C(O)=O)C1=CC(=CC=C1)NC1=NC(=NC=C1N)Cl.N1=CC(=CC2=CC=CC=C12)C=1C=C(C=C(C1)C=1C=NC2=CC=CC=C2C1)C1=NC=CC=N1 {3,5-bis(quinoline-3-yl)phenyl}pyrimidine tert-butyl-(3-((5-amino-2-chloropyrimidin-4-yl)amino)phenyl)carbamate